5-(4-isopropyl-5-(8-methyl-[1,2,4]triazolo[1,5-a]pyridin-6-yl)-1H-pyrazol-3-yl)-2-(1-((3-methyloxetan-3-yl)methyl)piperidin-4-yl)thiazole C(C)(C)C=1C(=NNC1C=1C=C(C=2N(C1)N=CN2)C)C2=CN=C(S2)C2CCN(CC2)CC2(COC2)C